Caryophyllene Oxide C=C1CC[C@@H]2O[C@]2(C)CC[C@@H]2[C@@H]1CC2(C)C